ClC1=NC=2C=CC=CC2C2=C1NC(N2CC2=CC(=C(C=C2)Cl)CN2CCCC2)=O 4-chloro-1-(4-chloro-3-(pyrrolidine-1-ylmethyl)benzyl)-1H-imidazo[4,5-c]Quinolin-2(3H)-one